C1=CC=CC2=CC3=CC(=CC=C3C=C12)O 6-anthracenol